CO[C@@]1(C(O)O[C@@]([C@]([C@@]1(O)OC)(O)OC)(C(O)OC)OC)N 2,3,4,5,6-pentamethoxyglucosamine